CN1N=CC=C1C=1C=C(C=CC1)N1C=C(C=CC1=O)C(=O)N 1-[3-(1-methyl-1H-pyrazol-5-yl)phenyl]-6-oxo-1,6-dihydropyridine-3-carboxamide